5-(3-chloro-4-fluorophenyl)-5-methylimidazole-2,4-dione ClC=1C=C(C=CC1F)C1(C(NC(N1)=O)=O)C